C(C)OS(=O)(=O)[O-].C(C)N1C=[N+](C=C1)C 1-Ethyl-3-methylimidazolium ethylsulfat